N-(7-((2R,3R,4S,5R)-2-cyano-3,4-dihydroxy-5-(hydroxymethyl)tetrahydrofuran-2-yl)pyrrolo[2,1-f][1,2,4]triazin-4-yl)-2-ethylbutanamide C(#N)[C@]1(O[C@@H]([C@H]([C@H]1O)O)CO)C1=CC=C2C(=NC=NN21)NC(C(CC)CC)=O